5-(3,5-dimethylisoxazol-4-yl)-N-ethyl-2-methylaniline CC1=NOC(=C1C=1C=CC(=C(NCC)C1)C)C